BrCC(=O)NCCC(=O)[O-] 3-(bromoacetamido)propionate